BrC1=C(C=C(C(=C1)F)Cl)[N+](=O)[O-] 1-Bromo-4-chloro-5-fluoro-2-nitrobenzene